N1(CCC1)CCNC(=O)C1CCN(CC1)C1=C2C=CC=NC2=C(C=C1)C#N 1-(8-cyano-quinolin-5-yl)-piperidine-4-carboxylic acid (2-azetidin-1-yl-ethyl)-amide